FC1=CC=C(C=C1)[C@@H]1N(CCC2=CC=CC=C12)C=1OC2(CC(C2)N(C)C)CN1 (S)-6-(1-(4-fluorophenyl)-3,4-dihydroisoquinolin-2(1H)-yl)-N,N-dimethyl-5-oxa-7-azaspiro[3.4]oct-6-en-2-amine